bis-(2-naphthoyl)-4-ethoxyphenylphosphine oxide C1=C(C=CC2=CC=CC=C12)C(=O)P(C1=CC=C(C=C1)OCC)(C(=O)C1=CC2=CC=CC=C2C=C1)=O